6-[8-(1,3-benzothiazol-2-ylcarbamoyl)-3,4-dihydroisoquinolin-2(1H)-yl]-3-[2-(pyridin-2-ylmethyl)-1,2,3,4-tetrahydroisoquinolin-6-yl]pyridine-2-carboxylic acid S1C(=NC2=C1C=CC=C2)NC(=O)C=2C=CC=C1CCN(CC21)C2=CC=C(C(=N2)C(=O)O)C=2C=C1CCN(CC1=CC2)CC2=NC=CC=C2